CN1C(=N\C(\C2=C1C=NC(=C2)C=2CCN([C@@H](C2)C)C(C)=O)=N/[C@H](C)C2=C(C(=CC=C2)C(F)(F)F)C)C 1-((R)-4-((Z)-1,2-dimethyl-4-(((R)-1-(2-methyl-3-(trifluoromethyl)phenyl)ethyl)imino)-1,4-dihydropyrido[3,4-d]pyrimidin-6-yl)-6-methyl-3,6-dihydropyridin-1(2H)-yl)ethan-1-one